N-(4-Methoxyphenyl)-N1-phenyl-6-pyrrolidin-1-yl-[1,3,5]triazine-2,4-diamine hydrochloride Cl.COC1=CC=C(C=C1)NC1N(C(=NC(=N1)N)N1CCCC1)C1=CC=CC=C1